2,2-dimethyl-1-cyclopentylmethyl methacrylate C(C(=C)C)(=O)OCC1C(CCC1)(C)C